5-amino-8-(2,6-dimethyl-4-pyridinyl)-2-[2-[methyl-(1-phenyl-4-piperidinyl)amino]ethyl]-7-phenyl-[1,2,4]triazolo[4,3-c]pyrimidin-3-one NC1=NC(=C(C=2N1C(N(N2)CCN(C2CCN(CC2)C2=CC=CC=C2)C)=O)C2=CC(=NC(=C2)C)C)C2=CC=CC=C2